2-allyl-1-(4-(2-hydroxyprop-2-yl)thiazol-2-yl)-6-(methylthio)-1,2-dihydro-3H-pyrazolo[3,4-d]pyrimidin-3-one C(C=C)N1N(C2=NC(=NC=C2C1=O)SC)C=1SC=C(N1)C(C)(C)O